ClC1=C(C(=CC=C1Cl)O)[C@H]1C[C@H](CN1)CC(=O)NC[C@H](C)O 2-((3S,5R)-5-(2,3-dichloro-6-hydroxyphenyl)pyrrolidin-3-yl)-N-((S)-2-hydroxypropyl)acetamide